ClC1=CC2=C(N(C(N=C2N2[C@H](CN([C@@H](C2)C)C(C=C)=O)C)=O)C=2C(=NC=CC2C)C(C)C)N=C1C=1CCOCC1 (M)-6-Chloro-7-(3,6-dihydro-2H-pyran-4-yl)-4-[(2S,5R)-2,5-dimethyl-4-prop-2-enoyl-piperazin-1-yl]-1-(2-isopropyl-4-methyl-3-pyridyl)pyrido[2,3-d]pyrimidin-2-one